(3E)-4-(4-methoxyphenyl)but-3-enoic acid COC1=CC=C(C=C1)/C=C/CC(=O)O